6-(5-amino-6-chloro-3-fluoropyridin-2-yl)-N2,N4-dicyclohexyl-1,3,5-triazine-2,4-diamine NC=1C=C(C(=NC1Cl)C1=NC(=NC(=N1)NC1CCCCC1)NC1CCCCC1)F